C(C1=CC=CC=C1)N(C1C(CN(C1)CC(C)(O)C)(F)F)CC1=CC=CC=C1 [4-(dibenzylamino)-3,3-difluoropyrrolidin-1-yl]-2-methylpropan-2-ol